1-(2-bromo-4-isopropyl-7-oxo-thieno[2,3-d]pyridazin-6-yl)cyclopropanecarboxylic acid tert-butyl ester C(C)(C)(C)OC(=O)C1(CC1)N1N=C(C2=C(C1=O)SC(=C2)Br)C(C)C